(R)-4-((5,6-dihydro-4H-pyrrolo[1,2-b]pyrazol-3-yl)methyl)-1-methyl-N-(1-methylcyclopropyl)-5-oxo-1,2,4,5-tetrahydroimidazo[1,2-a]quinazoline-7-sulfonamide N=1N2C(=C(C1)CN1C=3N(C4=CC=C(C=C4C1=O)S(=O)(=O)NC1(CC1)C)[C@@H](CN3)C)CCC2